(4-(7-methoxyquinolin-4-yl)piperazin-1-yl)(1-(pyridine-4-ylcarbonyl)piperidin-3-yl)methanone COC1=CC=C2C(=CC=NC2=C1)N1CCN(CC1)C(=O)C1CN(CCC1)C(=O)C1=CC=NC=C1